CC1=CC=CC2=C(C3=CC=CC=C3C=C12)OC(=O)C1C(C2C(=CC1C2)C)C(=O)O 4-methyl-9-[2-carboxy(3,6-methano-4-methyl-4-cyclohexenyl)]carbonyloxy-anthracene